FC1=CC=CC(=N1)CN1N=CC2=C(C1=O)N(C1=C2C=CC(=N1)OC1=NC(=CC=C1)C)C 7-((6-fluoropyridin-2-yl)methyl)-9-methyl-2-((6-methylpyridin-2-yl)oxy)-7,9-dihydro-8H-pyrido[3',2':4,5]pyrrolo[2,3-d]pyridazin-8-one